C(C)(C)(C)OC(=O)N1CCN(CC1)C=1SC2=C(N1)C=C(C(=C2)C(=O)O)OC(C)C 2-(4-(tert-butoxycarbonyl)piperazine-1-yl)-5-isopropoxybenzo[d]thiazole-6-carboxylic acid